FC1=CC=C(C=C1)C(=O)N1CC(C1)O (4-fluorophenyl)-(3-hydroxyazetidin-1-yl)methanone